5-morpholino-N-[(E)-m-tolylmethyleneamino]-2-oxazol-5-yl-imidazo[1,2-c]pyrimidin-7-amine O1CCN(CC1)C1=NC(=CC=2N1C=C(N2)C2=CN=CO2)N/N=C/C=2C=C(C=CC2)C